(2'S,4S)-2-ethyl-2'-methyl-spiro[6,7-dihydrothieno[3,2-c]pyran-4,4'-piperidine] C(C)C1=CC2=C(CCO[C@@]23C[C@@H](NCC3)C)S1